CC1=C(C=C(C=C1)NC(CN1N=CC(=C1)C1=CC=C2C(=NNC2=C1)\C=C\C1=NC=CC=C1)=O)C(F)(F)F (E)-N-(4-methyl-3-(trifluoromethyl)phenyl)-2-(4-(3-(2-(pyridin-2-yl)vinyl)-1H-indazol-6-yl)-1H-pyrazol-1-yl)acetamide